C(C(C)(C)C)(=O)ON(C=O)CCCC N-pivaloyloxy-N-butylcarboxamide